l-N-[(2,4-dimethoxyphenyl)methyl]isoquinoline-1,5-diamine COC1=C(C=CC(=C1)OC)CNC1=NC=CC=2C(=CC=CC12)N